FC(OC1=C(C=CC=C1F)NC(=S)C=1C(NCCC1NCC1=C(C=NC=C1)OCCOC)=O)F N-[2-(difluoromethoxy)-3-fluorophenyl]-4-({[3-(2-methoxyethoxy)pyridin-4-yl]methyl}amino)-2-oxo-1,2,5,6-tetrahydropyridine-3-carbothioamide